2-methoxy-4-[3-hydroxymethyl-7-methoxy-5-(3-oxoprop-1-enyl)-2,3-dihydro-1-benzofuran-2-yl]phenolate COC1=C(C=CC(=C1)C1OC2=C(C1CO)C=C(C=C2OC)C=CC=O)[O-]